7-(2-fluoro-5-(1-(1-(4-fluorophenyl)ethyl)-1H-pyrazol-4-yl)pyridin-3-yl)-[1,2,4]triazolo[1,5-a]pyridin-2-amine FC1=NC=C(C=C1C1=CC=2N(C=C1)N=C(N2)N)C=2C=NN(C2)C(C)C2=CC=C(C=C2)F